N-(2-aminoethyl)-N,N-dimethyl-2,3-bis(tetradecyloxy)propan-1-aminium bromide [Br-].NCC[N+](CC(COCCCCCCCCCCCCCC)OCCCCCCCCCCCCCC)(C)C